ClC1=C(C=CC=C1)[C@@]1(C(CCCC1)=O)N (2S)-2-(2-Chlorophenyl)-2-(amino)cyclohexanone